1,1,2,2-tetrakis(dimethylamino)ethylene CN(C(=C(N(C)C)N(C)C)N(C)C)C